tert-butyl 6-[[2-fluoro-4-(trifluoromethyl)phenyl]methyl]-2-azaspiro[3.3]heptane-2-carboxylate FC1=C(C=CC(=C1)C(F)(F)F)CC1CC2(CN(C2)C(=O)OC(C)(C)C)C1